thiophene-3-carboxamide-1,1-dioxide S1(C=C(C=C1)C(=O)N)(=O)=O